FC1=CC2=C(N=C(S2)C2=CC=C(OCCCCCCC(=O)NO)C=C2)C=C1 7-(4-(6-fluorobenzo[d]thiazol-2-yl)phenoxy)N-hydroxyheptanamide